Cl.FC(C=1C(=C(C=CC1)[C@@H](C)N)F)F (1R)-1-[3-(difluoromethyl)-2-fluorophenyl]ethanamine hydrochloride